3-Iodo-1H-indazole-7-carboxylic acid methyl ester COC(=O)C=1C=CC=C2C(=NNC12)I